N-((6-((diisopropylphosphaneyl)methyl)pyridin-2-yl)methyl)-2-(diphenylphosphaneyl)aniline C(C)(C)P(C(C)C)CC1=CC=CC(=N1)CNC1=C(C=CC=C1)P(C1=CC=CC=C1)C1=CC=CC=C1